C(C)(C)N1N=NC2=C1C=CC(=C2)C=2C=NC(=NC2)C=2C=CC(=C(C#N)C2)NC(C)C 5-(5-(1-isopropyl-1H-benzo[d][1,2,3]triazol-5-yl)pyrimidin-2-yl)-2-(isopropyl-amino)benzonitrile